NC1=NC=CC(=C1)S(=O)(=O)NC=1SC(=C(N1)C1=C(C=CC=C1)C(C)C)C1=CC(=CC=C1)OCCC(C)(C)C 2-amino-N-[5-[3-(3,3-dimethylbutoxy)phenyl]-4-(2-propan-2-ylphenyl)-1,3-thiazol-2-yl]pyridine-4-sulfonamide